O1C=NC2=C1C=C(C=C2)NC(=O)NC2=C(C=CC=C2)OC 1-(benzo[d]oxazol-6-yl)-3-(2-methoxyphenyl)urea